O1C(=NC2=C1C=CC=C2)SCCCOC2=CC=C(C=C2)C(C=CC2=CC(=CC=C2)OC)=O 1-(4-(3-(benzo[d]oxazol-2-yl-thio)propoxy)phenyl)-3-(3-methoxyphenyl)-2-propen-1-one